C1(CC1)N1C(C(=CC=C1)NC(=O)C1=CC=2C(N=C1OC(C)C)=NN(C2)[C@]21CO[C@](CC2)(C1)C)=O N-(1-cyclopropyl-2-oxo-1,2-dihydropyridin-3-yl)-6-isopropoxy-2-((1R,4R)-1-methyl-2-oxabicyclo[2.2.1]heptan-4-yl)-2H-pyrazolo[3,4-b]pyridine-5-carboxamide